pentane-1,4-diamine C(CCC(C)N)N